copper diglycine NCC(=O)O.NCC(=O)O.[Cu]